Cl.N1(CCCCC1)C=1SC=2C(=NC(=C(C2)NC(=O)C2=NC(=CC=C2)C=2C=NN(C2)C)N2CCCCC2)N1 N-(2,5-bis(piperidin-1-yl)thiazolo[4,5-b]pyridin-6-yl)-6-(1-methyl-1H-pyrazol-4-yl)pyridine-2-carboxamide hydrochloride